5-[(E)-2-(1,3-dioxoisoindolin-2-yl)vinyl]-2-methoxy-pyridine-4-carboxylic acid methyl ester COC(=O)C1=CC(=NC=C1\C=C\N1C(C2=CC=CC=C2C1=O)=O)OC